OCC1CCC(CC1)(O)C (1s,4s)-4-(hydroxymethyl)-1-methylcyclohexanol